5-(2,7-dichloro-8-fluoropyrido[4,3-d]pyrimidin-4-yl)-N,N-dimethyl-5,6,7,8-tetrahydro-4H-pyrazolo[1,5-a][1,4]diazepine-2-carboxamide ClC=1N=C(C2=C(N1)C(=C(N=C2)Cl)F)N2CC=1N(CCC2)N=C(C1)C(=O)N(C)C